2-bromo-5-(trifluoromethyl)benzenesulfonamide BrC1=C(C=C(C=C1)C(F)(F)F)S(=O)(=O)N